[4-[2-(diethylamino) ethoxy]-3,5-diiodophenyl] ketone hydrochloride Cl.C(C)N(CCOC1=C(C=C(C=C1I)C(=O)C1=CC(=C(C(=C1)I)OCCN(CC)CC)I)I)CC